C(C=C)O[B-](C1=CC=CC=C1)(C1=CC=CC=C1)C1=CC=CC=C1 Allyloxytriphenylborate